FC(C(=CCl)F)(F)F 1,1,1,2-tetrafluoro-3-chloro-2-propene